3-(hydroxymethyl)naphthalen-1-ol OCC=1C=C(C2=CC=CC=C2C1)O